5-chloro-1'-{2-[(1-methyl-2-oxo-2,3-dihydro-1H-indol-5-yl)oxy]ethyl}-1,2-dihydrospiro[indole-3,4'-piperidin]-2-one ClC=1C=C2C(=CC1)NC(C21CCN(CC1)CCOC=1C=C2CC(N(C2=CC1)C)=O)=O